Cystamine hydrochloride Cl.NCCSSCCN